tert-butyl 4-[4-[4-(difluoromethyl)-2-[2-ethoxy-2-oxo-1-[(6R)-6-fluoro-6,7-dihydro-5H-pyrrolo[1,2-c]imidazol-1-yl]ethyl]-7-methyl-indazol-6-yl]phenyl]piperazine-1-carboxylate FC(C=1C2=CN(N=C2C(=C(C1)C1=CC=C(C=C1)N1CCN(CC1)C(=O)OC(C)(C)C)C)C(C(=O)OCC)C1=C2N(C=N1)C[C@@H](C2)F)F